(2-fluoro-6-(methoxymethoxy)-8-(4,4,5,5-tetramethyl-1,3,2-dioxaborolan-2-yl)naphthalen-1-yl)dimethylphosphine oxide FC1=C(C2=C(C=C(C=C2C=C1)OCOC)B1OC(C(O1)(C)C)(C)C)P(C)(C)=O